[N+](=O)([O-])CCC(=O)[O-] 3-nitro-propionate